IC=1C=CC2=C(C(=NS2)N)C1 5-iodobenzo[d]isothiazol-3-amine